FC1=CC=C(C=C1)CN(C(=O)NC1=CC=C(C=C1)OCC(C)C)C[C@H]1CN(CC1)C (R)-1-(4-Fluorophenylmethyl)-1-((1-methylpyrrolidin-3-yl)methyl)-3-(4-isobutoxyphenyl)urea